C1(=CC=CC=C1)C1=NC(=NC(=N1)C1=CC=CC=C1)C1=C(C=C(C=C1)OCCCCCC)O 2-(4,6-diphenyl-1,3,5-triazin-2-yl)-5-[(hexyl)oxy]phenol